C[C@]1(CC[C@@]2([C@H]3CC[C@@]4([C@H](CC[C@H]4[C@@H]3CC[C@H]2C1)C1(COC1)C)C)C)O (3R,5S,8R,9S,10S,13S,14S,17S)-3,10,13-trimethyl-17-(3-methyloxetan-3-yl)-1,2,4,5,6,7,8,9,11,12,14,15,16,17-tetradecahydrocyclopenta[a]phenanthren-3-ol